C(CCCCCCC\C=C\C=C\C=C\CCCC)(=O)O Beta-eleostearic acid